O1C(C=CC2=C1C=CC=C2)C(=O)O benzopyran-carboxylic acid